ClC=1C=C(C=C(C1)F)NC(NC1=C(C(=O)N)C=CC(=C1)Cl)=O 2-[3-(3-chloro-5-fluorophenyl)ureido]-4-chlorobenzamide